NC1(OC2=CC=CC(=C2)OC2=C(C(=C(C(=C2F)F)C=C)F)F)CC(=CC=C1)N 1,3-diaminophenoxy-5-(2,3,5,6-tetrafluoro-4-vinylphenoxy)benzene